L-4-nitro-phenylalanine [N+](=O)([O-])C1=CC=C(C[C@H](N)C(=O)O)C=C1